(S)-3-(2-amino-5-(5-(carboxymethyl)-2-methoxybenzyl)-6-((1-(methylsulfonyl)heptan-3-yl)amino)pyrimidin-4-yl)propanoic acid NC1=NC(=C(C(=N1)CCC(=O)O)CC1=C(C=CC(=C1)CC(=O)O)OC)N[C@H](CCS(=O)(=O)C)CCCC